octyloxyethoxyethyl acrylate C(C=C)(=O)OCCOCCOCCCCCCCC